CC=1C=C(C=CC1C)C=1C=CC(=NC1)C(=O)O 5-(3,4-dimethylphenyl)picolinic acid